C1=CC=C2C(=C1)C=CC(=C2C3=C(C=CC4=CC=CC=C43)O)O (R)-(+)-1,1'-bi-2-naphthol